ferroceneacetamide (((1-(5-(2,6-difluoro-4-isopropoxyphenyl)-1,2,4-oxadiazol-3-yl)-1,2,3,4-tetrahydroquinolin-6-yl)methyl)amino)propionate FC1=C(C(=CC(=C1)OC(C)C)F)C1=NC(=NO1)N1CCCC2=CC(=CC=C12)CNC(C(=O)O)C.[C-]1(C=CC=C1)CC(=O)N.[CH-]1C=CC=C1.[Fe+2]